C(C)OC1=CC(=NC=C1C#N)[C@H](C)N1C(C2=CC(=CC(=C2CC1)C1=CC(=NC=C1C)OC)CCN(C)CC)=O (S)-4-ethoxy-6-(1-(7-(2-(ethyl(methyl)amino)ethyl)-5-(2-methoxy-5-methylpyridin-4-yl)-1-oxo-3,4-dihydroisoquinolin-2(1H)-yl)ethyl)nicotinonitrile